Cl.Cl.C(C)OC(CO[C@H]1CN(CC1)CC=1C=CC(=NC1)C(=O)O)=O 5-{[(3R)-3-(2-Ethoxy-2-oxoethoxy)pyrrolidin-1-yl]methyl}pyridine-2-carboxylic acid dihydrochloride